C(C1=CC=CC=C1)OC(C1CCN(CC1)CCCNC(=O)OC(C)(C)C)=O 1-[3-(tert-butoxycarbonylamino)propyl]isonipecotic acid benzyl ester